2-dicyclohexylphosphino-2',4',6'-Tris-isopropyl-1,1'-biphenyl C1(CCCCC1)P(C1=C(C=CC=C1)C1=C(C=C(C=C1C(C)C)C(C)C)C(C)C)C1CCCCC1